C1(=CC=CC=C1)P(C(C1=C(C=C(C=C1C)C)C)=O)(C(C1=C(C=C(C=C1C)C)C)=O)=O Phenyl-bis(2,4,6-tri-methylbenzoyl)-phosphin oxide